CC(C(=O)O)(C(=O)O)C.COC(CC(C(=O)OC)C(=O)OC)OC dimethyl 2-(2,2-dimethoxyethyl)malonate Dimethyl-propanedioate